C(#N)C1=CC=C(CCN[C@H](C(=O)NC2=NC=C(C=C2)C=2C=NN(C2)C)C2=CC(=CC=C2)CCCCCC)C=C1 |r| (S)- and (R)-2-((4-cyanophenEthyl)amino)-2-(3-hexylphenyl)-N-(5-(1-methyl-1H-pyrazol-4-yl)pyridin-2-yl)-acetamide